[C@H]12N[C@H]([C@H](CC1)C2)C(=O)O (1S,3R,4R)-2-azabicyclo[2.2.1]heptane-3-carboxylic acid